4-bromo-N,N-bis[(2,4-dimethoxyphenyl)methyl]pyridine-2-sulfonamide BrC1=CC(=NC=C1)S(=O)(=O)N(CC1=C(C=C(C=C1)OC)OC)CC1=C(C=C(C=C1)OC)OC